methacrylamidopropyl-imidazole C(C(=C)C)(=O)NCCCC=1NC=CN1